C(C)(C)(C)OC(=O)N1C(CCCC1)C(S(=O)(=O)C1=CC(=NN1C)C(F)(F)F)F (fluoro((1-methyl-3-(trifluoromethyl)-1H-pyrazol-5-yl)sulfonyl)methyl)piperidine-1-carboxylic acid tert-butyl ester